2-Hydroxy-4-(2,6-diazaspiro[3.4]octan-2-yl)benzaldehyde OC1=C(C=O)C=CC(=C1)N1CC2(C1)CNCC2